(2R)-4-[(2R)-3-(3,4-dihydro-1H-isoquinolin-2-yl)-2-hydroxy-propyl]-8-[[1-[(2S)-2-hydroxypropyl]-4-piperidyl]oxy]-2-methyl-2,3-dihydro-1,4-benzoxazepin-5-one C1N(CCC2=CC=CC=C12)C[C@H](CN1C[C@H](OC2=C(C1=O)C=CC(=C2)OC2CCN(CC2)C[C@H](C)O)C)O